CS(=O)(=O)N1N=CC=C1C 1-(methylsulfonyl)-5-methyl-1H-pyrazole